FC1=C(C(=CC=C1)F)C(O)C1=CC=C(C=C1)F (2,6-Difluorophenyl)(4-fluorophenyl)methanol